bornylene-2,3-dicarboximide C12(C3=C(C(CC1)C2(C)C)C(NC3=O)=O)C